2-amino-5'-fluorobenzophenone NC1=C(C(=O)C2=CC=CC(=C2)F)C=CC=C1